diamyl-phosphoric acid C(CCCC)OP(OCCCCC)(O)=O